4-(5-((2-chloro-6-fluorophenyl)amino)-1H-pyrazolo[3,4-c]pyridin-1-yl)-N-methylthiophene-2-carboxamide ClC1=C(C(=CC=C1)F)NC=1C=C2C(=CN1)N(N=C2)C=2C=C(SC2)C(=O)NC